FC1(CCN(CC1)C(=O)OC(C)(C)C)C=1NC(C2=C(N1)C=NC(=C2)C2=CC1=C(N=C(O1)C)C(=C2)F)=O tert-Butyl 4-fluoro-4-[6-(4-fluoro-2-methyl-1,3-benzoxazol-6-yl)-4-oxo-3,4-dihydropyrido[3,4-d]pyrimidin-2-yl]piperidine-1-carboxylate